(3,5-dichloro-4-hydroxyphenyl)(1H-pyrrolo[3,2-b]pyridin-1-yl)methanone ClC=1C=C(C=C(C1O)Cl)C(=O)N1C=CC2=NC=CC=C21